[Si](I)(I)(I)I silicon (IV) Iodide